COC1=NC2=CC(=CC(=C2N=C1)C=1SC2=C(N1)C(=CC(=C2)OCCO)C)C 2-(2-(2-methoxy-7-methylquinoxalin-5-yl)-4-methylbenzo[d]thiazol-6-yloxy)ethanol